C(C)OS(=O)(=O)OCC.C(=C)N1C(CCC1)=O vinylpyrrolidone diethyl-sulfate